FC(C(C(F)(F)F)(O)C1=CC=C(C=C1)NC(=O)C1N(CC2=CC(=CC=C12)S(NC)(=O)=O)C(C(CC)OC)=O)(F)F N-[4-(1,1,1,3,3,3-Hexafluoro-2-hydroxypropan-2-yl)phenyl]-2-(2-methoxybutanoyl)-5-(methylsulfamoyl)-2,3-dihydro-1H-isoindole-1-carboxamide